(E)-N-(4-(1-(6-(4-(6-(2-(2,6-dioxopiperidin-3-yl)-1,3-dioxoisoindolin-4-yl)hexyl)piperazin-1-yl)pyridazine-3-carbonyl)piperidin-4-yl)butyl)-3-(pyridin-3-yl)acrylamide O=C1NC(CCC1N1C(C2=CC=CC(=C2C1=O)CCCCCCN1CCN(CC1)C1=CC=C(N=N1)C(=O)N1CCC(CC1)CCCCNC(\C=C\C=1C=NC=CC1)=O)=O)=O